5-[5-[3-(4-fluorophenyl)pyrrolidin-1-yl]-6-methyl-pyridazin-3-yl]-1H-pyrimidine-2,4-dione FC1=CC=C(C=C1)C1CN(CC1)C=1C=C(N=NC1C)C=1C(NC(NC1)=O)=O